FCCSC1=CC=CC=C1 phenyl (2-fluoroethyl) sulfide